NCC1=CC=C(C=C1)NC(=O)C1=CC2=C(OCCC3=C2SC=C3)C=C1C=1C(=NC(=CC1)C(NC1=CC=C(C=C1)OC)=O)C(=O)O 3-(9-((4-(aminomethyl)phenyl)carbamoyl)-4,5-dihydrobenzo[b]thieno[2,3-d]oxepin-8-yl)-6-((4-methoxyphenyl)carbamoyl)picolinic acid